N-(3-methoxybenzyl)-N-(3-morpholinobenzyl)-4-(morpholinomethyl)oxazol-2-amine COC=1C=C(CN(C=2OC=C(N2)CN2CCOCC2)CC2=CC(=CC=C2)N2CCOCC2)C=CC1